CC(=C=CCC(C)=O)CCCC(C)C 6,10-dimethylundeca-4,5-dien-2-one